FC(CNC(=O)\N=C\1/SCC(N1C1=C(C=CC(=C1)C)C(C)C)=O)C1CCN(CC1)C1=NN(C=N1)C1=CC=C(C=C1)OC(F)(F)F (Z)-1-(2-fluoro-2-(1-(1-(4-(trifluoromethoxy)phenyl)-1H-1,2,4-triazol-3-yl)piperidin-4-yl)ethyl)-3-(3-(2-isopropyl-5-methylphenyl)-4-oxothiazolidin-2-ylidene)urea